C(=O)=C1NC2=NC=C(C3=CC=CC1=C23)N2N=CC(=C2C(F)(F)F)C(=O)NC2=CC(=NC=C2)C(F)(F)F 1-(2-carbonyl-1,2-dihydropyrrolo[4,3,2-ij]isoquinolin-6-yl)-5-trifluoromethyl-N-(2-trifluoromethylpyridin-4-yl)-1H-pyrazole-4-carboxamide